sulfomyristic acid methyl ester sodium salt [Na+].COC(C(CCCCCCCCCCCC)S(=O)(=O)[O-])=O